tert-butyl-4-[({4-[(2S)-2-carbamoylazetidin-1-yl]-6-cyclopropyl-2-[3-(dimethylamino)-2,2-dimethylpropoxy]-7-(6-fluoro-5-methyl-1H-indazol-4-yl)quinazolin-8-yl}oxy)methyl]benzoate C(C)(C)(C)OC(C1=CC=C(C=C1)COC=1C(=C(C=C2C(=NC(=NC12)OCC(CN(C)C)(C)C)N1[C@@H](CC1)C(N)=O)C1CC1)C1=C2C=NNC2=CC(=C1C)F)=O